1-[(2S)-7-methyl-6-(2-methyl-2H-tetrazol-5-yl)-3,4-dihydro-1H-spiro[1,8-naphthyridine-2,3'-pyrrolidin]-1'-yl]-2-[4-(trifluoromethyl)phenyl]propan-1-one CC1=C(C=C2CC[C@]3(CN(CC3)C(C(C)C3=CC=C(C=C3)C(F)(F)F)=O)NC2=N1)C=1N=NN(N1)C